C(C)C1=C(OC(C(=O)OCC)(C)C)C(=CC(=C1)CN1CCN(CC1)CC1=CC=C(C=C1)C(F)(F)F)CC Ethyl 2-(2,6-diethyl-4-((4-(4-(trifluoromethyl)benzyl)piperazin-1-yl)methyl)phenoxy)-2-methylpropanoate